4-chloro-5-phenyl-7-((2-(trimethylsilyl)ethoxy)methyl)-7H-pyrrolo[2,3-d]pyrimidine ClC=1C2=C(N=CN1)N(C=C2C2=CC=CC=C2)COCC[Si](C)(C)C